5-Norbornene-methanol C12C=CC(C(C1)CO)C2